(1R,6S,8R,9R,15R,17R,18R)-8,17-bis(6-amino-9H-purin-9-yl)-18-fluoro-3,12-disulfanyl-2,4,11,13,16-pentaoxa-3λ5,12λ5-diphosphatricyclo[13.3.0.06,9]octadecane-3,12-dione NC1=C2N=CN(C2=NC=N1)[C@@H]1C[C@@H]2COP(O[C@H]3[C@H]([C@@H](O[C@@H]3COP(OC[C@@H]12)(=O)S)N1C2=NC=NC(=C2N=C1)N)F)(=O)S